NC1=C2N=CN(C2=NC(=N1)C#CC1=CC=NC=C1)C1CCC(CC1)C(=O)NC1=CC(=CC=C1)OC 4-[6-amino-2-(pyridin-4-ylethynyl)-9H-purin-9-yl]-N-(3-methoxyphenyl)cyclohexanecarboxamide